benzo[b]thiophene-3-carbonitrile hydrochloride Cl.S1C2=C(C(=C1)C#N)C=CC=C2